O=C1N(C(C2=CC=CC=C12)=O)[C@H](C)C=1C(=NC=CN1)N1N=C(N=C1)C(=O)N(C)CC |r| (rac)-1-{3-[1-(1,3-dioxo-1,3-dihydro-2H-isoindol-2-yl)ethyl]pyrazin-2-yl}-N-ethyl-N-methyl-1H-1,2,4-triazole-3-carboxamide